OC(CC(=O)O)(CC(=O)O)C(=O)O.C1(CC1)N1C=C(C(C2=CC(=C(C(=C12)F)C=1C=C2CCN(C2=CC1)CC=1C(=NC(=NC1)N)N)F)=O)C(=O)O 1-cyclopropyl-7-(1-((2,4-diaminopyrimidin-5-yl)methyl)indolin-5-yl)-6,8-difluoro-4-oxo-1,4-dihydroquinoline-3-carboxylic acid compound with 2-hydroxypropane-1,2,3-tricarboxylic acid